((S)-3-(benzofuran-7-yloxy)-3-(thiophen-2-yl)propyl)-L-proline methyl ester COC([C@H]1N(CCC1)CC[C@@H](C=1SC=CC1)OC1=CC=CC=2C=COC21)=O